(R)-(2-(5-(1-((tert-butoxycarbonyl)amino)ethyl)thiophen-3-yl)benzyl)(methyl)carbamate C(C)(C)(C)OC(=O)N[C@H](C)C1=CC(=CS1)C1=C(COC(NC)=O)C=CC=C1